tert-butyl (4-(2-(cyclopropanecarboxamido)pyridin-4-yl)-5-fluoro-2-methylbenzyl)carbamate C1(CC1)C(=O)NC1=NC=CC(=C1)C1=CC(=C(CNC(OC(C)(C)C)=O)C=C1F)C